C1(CC1)C=1N=CC=2C3=C(C=C(C2C1)S(=O)(=O)NCC(C)C)CCC3NC3=C(C(C3=O)=O)NC=3C=NC=CC3 3-cyclopropyl-9-[[3,4-dioxo-2-(pyridin-3-ylamino)cyclobuten-1-yl]amino]-N-(2-methylpropyl)-8,9-dihydro-7H-cyclopenta[H]isoquinoline-5-sulfonamide